OCCCCCCOC1=CC=C(C=C1)C(\C=C\C1=CC=C(C=C1)OC)=O (E)-1-[4-(6-Hydroxyhexoxy)phenyl]-3-(4-methoxyphenyl)prop-2-en-1-one